C(=O)=C(C(C)(C(=O)[O-])C(=O)[O-])C(=O)[O-] 1-carbonylpropane-1,2,2-tricarboxylate